8-methyl-2-[(2R)-1-methylpyrrolidin-2-yl]imidazo[1,2-a]pyrazin-6-yl-1H-indazole-6-carboxamide CC=1C=2N(C=C(N1)N1N=CC3=CC=C(C=C13)C(=O)N)C=C(N2)[C@@H]2N(CCC2)C